FC(C(=O)[O-])(F)F.C[C@@H]1[NH2+]C[C@@H](CC1)NC1=NC=C(C=N1)C(F)(F)F (2S,5R)-2-methyl-5-((5-(trifluoromethyl)pyrimidin-2-yl)amino)piperidin-1-ium 2,2,2-trifluoroacetate